tert-butyl (3R,4R)-4-{[(1S,2R)-3,3-difluoro-2-(4-nitrobenzenesulfonamido)cyclohexyl]oxy}-3-fluoropiperidine-1-carboxylate FC1([C@@H]([C@H](CCC1)O[C@H]1[C@@H](CN(CC1)C(=O)OC(C)(C)C)F)NS(=O)(=O)C1=CC=C(C=C1)[N+](=O)[O-])F